O=C1NC=CC=C1C#N 2-oxo-1,2-dihydropyridine-3-carbonitrile